FC1=CNC2=CC(=CC=C12)C1=C2C(=C(N=N1)NC[C@@H]1COCC1)C=NC=C2 |o1:18| 1-(3-Fluoro-1H-indol-6-yl)-N-[[rel-(3R)-tetrahydrofuran-3-yl]methyl]pyrido[3,4-d]pyridazin-4-amine